3-phenyl-4-butyl-1-(pyridin-2-yl)-1H-pyrazol-5-ol C1(=CC=CC=C1)C1=NN(C(=C1CCCC)O)C1=NC=CC=C1